tert-butyl 1-((N-methylacetamido) methyl)-3-trityl-3,8-diazabicyclo[3.2.1]octane-8-carboxylate CN(C(C)=O)CC12CN(CC(CC1)N2C(=O)OC(C)(C)C)C(C2=CC=CC=C2)(C2=CC=CC=C2)C2=CC=CC=C2